3-(3,4-bis(benzyloxy)phenyl)-2-(methyl-(phenyl)amino)acrylonitrile C(C1=CC=CC=C1)OC=1C=C(C=CC1OCC1=CC=CC=C1)C=C(C#N)N(C1=CC=CC=C1)C